N-(4-(1-isonicotinoyl-3-methyl-1,2,3,6-tetrahydropyridin-4-yl)-1H-pyrrolo[2,3-b]pyridin-6-yl)cyclopropylcarboxamide C(C1=CC=NC=C1)(=O)N1CC(C(=CC1)C1=C2C(=NC(=C1)NC(=O)C1CC1)NC=C2)C